(R)-N-(5-cyano-4-(3-methoxypyrrolidin-1-yl)pyridin-2-yl)-7-formyl-6-((2-methoxy-N-methylacetamido)methyl)-3,4-dihydro-1,8-naphthyridine-1(2H)-carboxamide C(#N)C=1C(=CC(=NC1)NC(=O)N1CCCC2=CC(=C(N=C12)C=O)CN(C(COC)=O)C)N1C[C@@H](CC1)OC